ClC1=C(C(=O)NC2=C(C(=C(C=C2)F)NCCC)F)C=C(C=C1)NC(=O)[C@@H]1C([C@H]1C1=CC(=C(C=C1)F)C(F)(F)F)(Cl)Cl 2-Chloro-5-((1R,3R)-2,2-dichloro-3-(4-fluoro-3-(trifluoromethyl)phenyl)cyclopropane-1-carboxamido)-N-(2,4-difluoro-3-(propylamino)phenyl)benzamide